di(tert-butyl)(3-ethylphenyl)phosphine C(C)(C)(C)P(C1=CC(=CC=C1)CC)C(C)(C)C